carbamimidoselenoate C(N)(=N)[Se-]